C1(=CC=CC=C1)C1=NC=CC=C1.C1(=CC=CC=C1)C1=NC=CC=C1.C1(=CC=CC=C1)C1=NC=CC=C1.[Ir+3] iridium (III) tris(2-phenylpyridine)